2-bromo-4-chloro-1-iodobenzene BrC1=C(C=CC(=C1)Cl)I